19-Bromo-5-chloro-20-hydroxy-10-methoxy-2,2-dioxo-15-oxa-2λ6,6-dithia-3,11-diazatetracyclo[15.3.1.14,7.08,13]docosa-1(21),4,7(22),8,10,12,17,19-octaen-16-one BrC=1C=C2C(OCC3=CN=C(C=C3C=3SC(=C(NS(C(C1O)=C2)(=O)=O)C3)Cl)OC)=O